FC=1C=C2C(=C(NC2=C(C1)F)C1=CC=C(C=C1)F)C(CC)O [5,7-difluoro-2-(4-fluorophenyl)-1H-indol-3-yl]propan-1-ol